C(C)(C)C1=CC(=CC2=C1N(C(N2C)=O)C)C=2C=CC=C1C=C(N=CC21)C=2C=CC(=NC2)C(=O)OC methyl 5-(8-(7-isopropyl-1,3-dimethyl-2-oxo-2,3-dihydro-1H-benzo[d]imidazol-5-yl)isoquinolin-3-yl)picolinate